COC1=CC=C(C(C2=CC=C(C=C2)OC)(C2=CC=CC=C2)C[C@@H](CN2C=3N=C(NC(C3N=C2)=O)NC(C)=O)O)C=C1 (S)-9-[3-(4,4'-dimethoxytrityl)-2-hydroxypropyl]-N2-acetylguanine